Cl.N[C@H](C(=O)OCC(F)(F)F)CC1=CNC2=CC=C(C=C12)C1=CC=CC=C1 2,2,2-Trifluoroethyl (S)-2-amino-3-(5-phenyl-1H-indol-3-yl)propanoate hydrochloride